ethyl N,N-dichlorocarbamate ClN(C(OCC)=O)Cl